CN1[C@@H]([C@@H](C1)OC=1C(=CC(=NC1)C)C1=CC=2N(C=C1)N=C(C2)NC(=O)C2CC2)C N-(5-(5-(((2R,3R)-1,2-dimethylazetidin-3-yl)oxy)-2-methylpyridin-4-yl)pyrazolo[1,5-a]pyridin-2-yl)cyclopropanecarboxamide